2-(((3R,5R)-1-(5-Amino-1,6-dimethyl-1H-benzo{d}imidazol-2-yl)-5-fluoropiperidin-3-yl)amino)-4-(dimethylamino)pyrimidine-5-carbonitrile NC1=CC2=C(N(C(=N2)N2C[C@@H](C[C@H](C2)F)NC2=NC=C(C(=N2)N(C)C)C#N)C)C=C1C